1,2-dioleoyloxy-3-(trimethylammonio)propane C(CCCCCCC\C=C/CCCCCCCC)(=O)OCC(C[N+](C)(C)C)OC(CCCCCCC\C=C/CCCCCCCC)=O